(2,5-dimethylphenyl)(imino)(methyl)-λ6-sulfanone CC1=C(C=C(C=C1)C)S(=O)(C)=N